CC=1C(=NC=CC1C)NCC1=CC(=C(C(=C1)O)N1CC(NS1(=O)=O)=O)F 5-[4-[[(3,4-dimethyl-2-pyridinyl)amino]methyl]-2-fluoro-6-hydroxy-phenyl]-1,1-dioxo-1,2,5-thiadiazolidin-3-one